2-(tert-butyl)-4,5-dichloropyridazin C(C)(C)(C)N1NC=C(C(=C1)Cl)Cl